4-((5-cyano-4-(4-fluorophenyl)thiazol-2-yl)(methyl)amino)-2-cyclopropyl-1-oxo-1,2-dihydroisoquinoline C(#N)C1=C(N=C(S1)N(C1=CN(C(C2=CC=CC=C12)=O)C1CC1)C)C1=CC=C(C=C1)F